2'-(4-methoxybenzyl)-1'-oxo-1',2,3,4'-tetrahydro-2'H-spiro[indene-1,3'-isoquinoline]-4'-carboxylic acid COC1=CC=C(CN2C(C3=CC=CC=C3C(C23CCC2=CC=CC=C23)C(=O)O)=O)C=C1